6-amino-2-(3,5-dichloro-4-((1-cyclopropyl-6-oxo-1,6-dihydropyridin-3-yl)oxy)phenyl)-1,2,4-triazine-3,5(2H,4H)-dione NC=1C(NC(N(N1)C1=CC(=C(C(=C1)Cl)OC1=CN(C(C=C1)=O)C1CC1)Cl)=O)=O